C(#N)C=1C=C2C(=CNC2=CC1)CCNC(C)=O N-[2-(5-Cyano-1H-indol-3-yl)ethyl]acetamide